NC=1C(=NON1)N1N=NC(=C1)C(=O)NN=CC1=CC(=C(C(=C1)O)O)O 1-(4-amino-1,2,5-oxadiazol-3-yl)-N'-(3,4,5-trihydroxybenzylidene)-1H-1,2,3-triazole-4-carbohydrazide